COC1=NC=NC=C1C1=CNC=2N=CN=C(C21)N 5-(4-methoxypyrimidin-5-yl)-7H-pyrrolo[2,3-d]Pyrimidin-4-amine